3,6-di-tert-butyl-9-mesityl-10-phenylacridine perchlorate Cl(=O)(=O)(=O)O.C(C)(C)(C)C=1C=CC=2C(C3=CC=C(C=C3N(C2C1)C1=CC=CC=C1)C(C)(C)C)C1=C(C=C(C=C1C)C)C